8-amino-6-(4-fluorophenyl)-5-{3-methylimidazo[1,2-a]pyridin-6-yl}-N-[3-(piperidin-1-yl)bicyclo[1.1.1]pentan-1-yl]imidazo[1,2-a]pyrazine-2-carboxamide NC=1C=2N(C(=C(N1)C1=CC=C(C=C1)F)C=1C=CC=3N(C1)C(=CN3)C)C=C(N2)C(=O)NC23CC(C2)(C3)N3CCCCC3